(2R)-tert-butyl 2-(1-(4-fluoro-2-(hydroxymethyl)phenyl)-1-hydroxyethyl)pyrrolidine-1-carboxylate FC1=CC(=C(C=C1)C(C)(O)[C@@H]1N(CCC1)C(=O)OC(C)(C)C)CO